3,5,7-tris(benzyloxy)-2-(4-(benzyloxy)-3-fluorophenyl)-4H-chromen-4-one C(C1=CC=CC=C1)OC1=C(OC2=CC(=CC(=C2C1=O)OCC1=CC=CC=C1)OCC1=CC=CC=C1)C1=CC(=C(C=C1)OCC1=CC=CC=C1)F